NC1=NC=CC2=C1N(C(N2[C@@H]2CN(CCC2)C(C(CO)O)=O)=O)C2=CC=C(C=C2)OC2=CC=CC=C2 4-amino-1-((3S)-1-(2,3-dihydroxypropanoyl)piperidin-3-yl)-3-(4-phenoxyphenyl)-1H-imidazo[4,5-c]pyridin-2(3H)-one